3-(3-chloro-4-fluorophenyl)-1-methyl-1-(1-(1-oxo-1,2-dihydro-2,7-naphthyridin-4-yl)ethyl)urea ClC=1C=C(C=CC1F)NC(N(C(C)C1=CNC(C2=CN=CC=C12)=O)C)=O